FC1=C2C(NC(=NC2=CC(=C1)OCC1CCN(CC1)C1CC(C1)OC1=CC=C(C=C1)[N+](=O)[O-])CSC1CCOCC1)=O 5-fluoro-7-((1-(3-(4-nitrophenoxy)cyclobutyl)piperidin-4-yl)methoxy)-2-(((tetrahydro-2H-pyran-4-yl)thio)methyl)quinazolin-4(3H)-one